BrCC1=CC=C(C=C1)OCCOC 1-(bromomethyl)-4-(2-methoxyethoxy)benzene